3-methyl-5-(N-(3-(1-methyl-1H-pyrazol-5-yl)phenethyl)sulfamoyl)benzofuran-2-carboxylic acid ethyl ester C(C)OC(=O)C=1OC2=C(C1C)C=C(C=C2)S(NCCC2=CC(=CC=C2)C2=CC=NN2C)(=O)=O